NC=1C(=NC=C(C1)S(=O)(=O)C1=CC=C(C=C1)OC(F)(F)F)C1=NN=C(O1)[C@H](CC1=CC=CC=C1)O (1S)-1-(5-{3-amino-5-[4-(trifluoromethoxy)benzene-1-sulfonyl]pyridin-2-yl}-1,3,4-oxadiazol-2-yl)-2-phenylethan-1-ol